2-(2,6-dioxopiperidin-3-yl)-5-(((trans-3-(4-(6-methylpyridin-2-yl)-1H-pyrazol-1-yl)cyclobutyl)methyl)amino)isoindoline-1,3-dione O=C1NC(CCC1N1C(C2=CC=C(C=C2C1=O)NC[C@@H]1C[C@H](C1)N1N=CC(=C1)C1=NC(=CC=C1)C)=O)=O